C(#N)C1=C(C=C(C=N1)N1C(N(C(C1=O)(C)C)C1=CC(=C(OCCN2CC(N(CC2)CC(=O)OC(C)(C)C)(C)C)C=C1)CC)=S)C(F)(F)F tert-Butyl 2-(4-(2-(4-(3-(6-cyano-5-(trifluoromethyl)pyridin-3-yl)-5,5-dimethyl-4-oxo-2-thioxoimidazolidin-1-yl)-2-ethylphenoxy)ethyl)-2,2-dimethylpiperazin-1-yl)acetate